2-((4-Fluoro-3-(trifluoromethyl)phenyl)amino)-N-(1-methyl-3-(trifluoromethyl)-1H-pyrazol-5-yl)benzamide FC1=C(C=C(C=C1)NC1=C(C(=O)NC2=CC(=NN2C)C(F)(F)F)C=CC=C1)C(F)(F)F